4-[(E)-2-(3,5-dihydroxyphenyl)ethenyl]phenyl β-D-xylopyranoside O([C@H]1[C@H](O)[C@@H](O)[C@H](O)CO1)C1=CC=C(C=C1)\C=C\C1=CC(=CC(=C1)O)O